CN1N=CC(=C1)C=1C=CC(=C(C1)O)C=1N=C2N(C=CC(=N2)C2CC(NC(C2)(C)C)(C)C)C1 5-(1-methyl-1H-pyrazol-4-yl)-2-(7-(2,2,6,6-tetramethylpiperidin-4-yl)imidazo[1,2-a]pyrimidin-2-yl)phenol